3-(1-oxo-5-(4-(pyrrolidin-1-ylmethyl)-1-(tetrahydro-2H-pyran-4-yl)-1H-pyrrolo[2,3-b]pyridin-6-yl)isoindolin-2-yl)piperidine-2,6-dione O=C1N(CC2=CC(=CC=C12)C1=CC(=C2C(=N1)N(C=C2)C2CCOCC2)CN2CCCC2)C2C(NC(CC2)=O)=O